CC(C)(CCC[C@@H](C)[C@H]1CC[C@H]2[C@@H]3C[C@@H](C4C[C@H](CC[C@]4(C)[C@H]3CC[C@]12C)O)O)O cholestan-3β,6α,25-triol